6-hydroxy-5-oxo-4-(pyridin-2-ylmethyl)-4,5-dihydrothieno[3,2-b]pyridine-7-carboxylic acid OC1=C(C2=C(N(C1=O)CC1=NC=CC=C1)C=CS2)C(=O)O